2-(allyloxy)-4-hydroxybenzaldehyde C(C=C)OC1=C(C=O)C=CC(=C1)O